OC=1C=C(C=CC1O)C1(C2(N(CC1)C)C(NC1=CC=CC=C12)=O)C(C1=C(C(=C(C=C1)F)F)F)=O (3,4-dihydroxyphenyl)-1'-methyl-3'-(2,3,4-trifluorobenzoyl)spiro[indoline-3,2'-pyrrolidin]-2-one